ClC=1C=C2C(=CN=C(C2=CN1)N1[C@@H](CC1)C)C(CO)=C (R)-2-(6-chloro-1-(2-methylazetidin-1-yl)-2,7-naphthyridin-4-yl)prop-2-en-1-ol